ethyl α-cyano-γ,γ-diethoxybutyrate C(#N)C(C(=O)OCC)CC(OCC)OCC